[Si](C)(C)(C(C)(C)C)OCCOC1=CC(=C2CN(C(C2=C1)=O)C1=NC(=CC(=C1)C1=C(C=C(C#N)C=C1)C1=NN=CN1C)C1CC1)C(F)(F)F 4-[2-(6-{2-[(tert-Butyldimethylsilyl)oxy]ethoxy}-1-oxo-4-(trifluoromethyl)-3H-isoindol-2-yl)-6-cyclopropylpyridin-4-yl]-3-(4-methyl-1,2,4-triazol-3-yl)benzonitrile